(S)-2-(5-methylthiazol-2-yl)-4-(3-(4,4,5,5-tetramethyl-1,3,2-dioxaborolan-2-yl)phenyl)but-3-yn-2-ol CC1=CN=C(S1)[C@](C)(C#CC1=CC(=CC=C1)B1OC(C(O1)(C)C)(C)C)O